(E)-1,2-di-p-tolyldiazene C1(=CC=C(C=C1)\N=N\C1=CC=C(C=C1)C)C